1-ethyl-5-methylene-2-pyrrolidone C(C)N1C(CCC1=C)=O